C(C)(C)(C)OC(=O)N1CCN(CC1)C1=C(C=C(C=C1)NCCCCCCSC=1C=C2CC(N(C2=CC1)C)=O)C 4-(2-methyl-4-((6-((1-methyl-2-oxoindolin-5-yl)thio)hexyl)amino)phenyl)piperazine-1-carboxylic acid tert-butyl ester